(E)-N-(4-((4-(Dimethylamino)phenyl)diazenyl)-3,5-dimethoxyphenyl)picolinamide CN(C1=CC=C(C=C1)/N=N/C1=C(C=C(C=C1OC)NC(C1=NC=CC=C1)=O)OC)C